O1-tert-butyl O2-methyl 4-[2-[2-[[2-chloro-4-[(3-iodoimidazo[1,2-a]pyrazin-8-yl)amino]benzoyl]amino]ethoxy]ethyl]piperazine-1,2-dicarboxylate ClC1=C(C(=O)NCCOCCN2CC(N(CC2)C(=O)OC(C)(C)C)C(=O)OC)C=CC(=C1)NC=1C=2N(C=CN1)C(=CN2)I